2-(3-acetylpyrazin-2-yl)-4-[(4-methoxyphenyl)methyl]-1,2,4-triazol-3-one C(C)(=O)C=1C(=NC=CN1)N1N=CN(C1=O)CC1=CC=C(C=C1)OC